(R)-N'-((3,3-dimethyl-1,2,3,5,6,7-hexahydrodicyclopenta[b,e]pyridin-8-yl)carbamoyl)-4-(hydroxymethyl)-1-isopropyl-1H-pyrazole-3-sulfonimidamide CC1(CCC=2C1=NC1=C(C2NC(=O)N=[S@](=O)(N)C2=NN(C=C2CO)C(C)C)CCC1)C